5-methyl-1-naphthylamine CC1=C2C=CC=C(C2=CC=C1)N